C1(=CC=CC=C1)C1(CCC1)C1=NNC2=C1C=1N(C(=N2)N2CCC3(CC2)[C@@H](C2=CC=CC=C2C3)N)C=NN1 (S)-1'-(9-(1-phenylcyclobutyl)-7H-pyrazolo[4,3-e][1,2,4]triazolo[4,3-c]pyrimidin-5-yl)-1,3-dihydrospiro[indene-2,4'-piperidin]-1-amine